C(CCC)N(CCCC)C(C1=CC=CC=C1)C=C N,N-dibutylvinylbenzylamine